C(#N)C=1C=C(C=C(C1)F)C#C\C=C/1\C(N(CC1)C(=O)OC(C)C)(C)C propan-2-yl (3E)-3-[3-(3-cyano-5-fluorophenyl)prop-2-yn-1-ylidene]-2,2-dimethylpyrrolidine-1-carboxylate